(S)-5-(3,5-dimethylisoxazol-4-yl)-3-nitro-N-(tetrahydro-2H-pyran-3-yl)pyridin-2-amine CC1=NOC(=C1C=1C=C(C(=NC1)N[C@@H]1COCCC1)[N+](=O)[O-])C